COC(C1=NC(=CC=C1C=1C(=CC2=C(OCCC3=C2SC=C3)C1)C(NC1=C(C=C(C=C1)CN)OCC)=O)C(NCCC)=O)=O.C(C)(C)C(C(CCCC)CCC)CCC(CCCC)C 6-isopropyl-9-methyl-5-propyl-tridecane methyl-3-(9-((4-(aminomethyl)-2-ethoxyphenyl)carbamoyl)-4,5-dihydrobenzo[b]thieno[2,3-d]oxepin-8-yl)-6-(propylcarbamoyl)picolinate